[Na].CN(C(=S)CCC)C N,N-dimethyl-thiocarbamoyl-propane sodium